FC=1C=NC=CC1N1C[C@H](N(CC1)C(=O)N[C@@H](C)C1=CC=CC=2N1C=CN2)C (R)-4-(3-fluoropyridin-4-yl)-N-((S)-1-(imidazo[1,2-a]pyridin-5-yl)ethyl)-2-methylpiperazine-1-carboxamide